4-aminomethyl-phenyl-boric acid NCC1=CC=C(C=C1)OB(O)O